(R)-3-(4-benzylpiperazin-1-yl)-2-methoxypropan-1-ol C(C1=CC=CC=C1)N1CCN(CC1)C[C@H](CO)OC